5-ethynylpyrimidin C(#C)C=1C=NC=NC1